(3-(4-bromobenzyl)-1,2,3-oxadiazol-3-ium-5-yl)((2-(trifluoromethyl)pyridin-4-yl)carbamoyl)amide BrC1=CC=C(C[N+]2=NOC(=C2)[N-]C(NC2=CC(=NC=C2)C(F)(F)F)=O)C=C1